O1C=CC2=C1C=CC(=C2)C(=O)N benzofuran-5-carboxamide